(3Z)-6-(propoxymethoxy)-3-hexenyl-magnesium chloride C(CC)OCOCC\C=C/CC[Mg]Cl